C1=CC=CC=2C3=CC=CC=C3N(C12)C1=CC=C(C=C1)C(CCC)=O 1-(4-(9H-carbazol-9-yl)phenyl)butan-1-one